N-((R)-3,3-difluoro-1-methylpiperidin-4-yl)-4-methoxy-5-(1-((S)-1,1,1-trifluoropropan-2-yl)-1H-benzo[d][1,2,3]triazol-6-yl)pyrrolo[2,1-f][1,2,4]triazin-2-amine FC1(CN(CC[C@H]1NC1=NN2C(C(=N1)OC)=C(C=C2)C=2C=CC1=C(N(N=N1)[C@H](C(F)(F)F)C)C2)C)F